benzyl ((1-(pyridin-2-yl)piperidin-4-yl)methyl)carbamate N1=C(C=CC=C1)N1CCC(CC1)CNC(OCC1=CC=CC=C1)=O